NC=1C(=CC(=C(C1)C=1C(=NC2=CC(=NC=C2C1)N(C)CC1=CC=C(C=C1)OC)C)F)F 3-(5-amino-2,4-difluorophenyl)-N-(4-methoxybenzyl)-N,2-dimethyl-1,6-naphthyridin-7-amine